ClC1=CC(=NC=N1)OC1=C(C=CC=C1)C(C(=O)OC)C(OC)OC methyl 2-[2-(6-chloropyrimidin-4-yloxy) phenyl]-3,3-dimethoxypropionate